C1(CC1)C=1N=NN(C1)[C@H](C(=O)N1[C@@H](C[C@H](C1)O)C(=O)NC1COC2=C(NC1=O)C=CC=C2)C(C)(C)C (2S,4R)-1-[(2S)-2-(4-cyclopropyltriazol-1-yl)-3,3-dimethyl-butanoyl]-4-hydroxy-N-(4-oxo-3,5-dihydro-2H-1,5-benzoxazepin-3-yl)pyrrolidine-2-carboxamide